ethyl 2-((8-bromo-6-(3-(2-ethoxy-2-oxoethyl)phenyl)-2,2,6-trimethyl-7-oxooctyl)sulfonyl)acetate BrCC(C(CCCC(CS(=O)(=O)CC(=O)OCC)(C)C)(C)C1=CC(=CC=C1)CC(=O)OCC)=O